The molecule is a branched aminopentasaccharide comprising beta-D-glucose at the reducing end with a beta-D-galactosyl-(1->4)-[beta-D-galactosyl-(1->4)-beta-D-glucosyl-(1->6)]-N-acetyl-beta-D-glucosaminyl-(1->3)-beta-D-galactosyl moiety at the 4-position. It is an amino hexasaccharide and a glucosamine oligosaccharide. CC(=O)N[C@@H]1[C@H]([C@@H]([C@H](O[C@H]1O[C@H]2[C@H]([C@H](O[C@H]([C@@H]2O)O[C@@H]3[C@H](O[C@H]([C@@H]([C@H]3O)O)O)CO)CO)O)CO[C@H]4[C@@H]([C@H]([C@@H]([C@H](O4)CO)O[C@H]5[C@@H]([C@H]([C@H]([C@H](O5)CO)O)O)O)O)O)O[C@H]6[C@@H]([C@H]([C@H]([C@H](O6)CO)O)O)O)O